C(#N)C1=CC=2N(N=C1)C(=CC2)C2=CC(=C(C=N2)C2=NN=C(S2)[C@@H]2C[C@@H](CC2)NC(C)=O)NC(C)C N-((1R,3S)-3-(5-(6-(3-cyanopyrrolo[1,2-b]pyridazin-7-yl)-4-(isopropylamino)pyridin-3-yl)-1,3,4-thiadiazol-2-yl)cyclopentyl)acetamide